C(C)NC(=O)C1=CC=2C(N(C=C(C2S1)C1=CC(=CC(=C1)C)OC1=CC(=C(C=C1)C)F)C)=O N-Ethyl-7-(3-(3-fluoro-4-methylphenoxy)-5-methylphenyl)-5-methyl-4-oxo-4,5-dihydrothieno[3,2-c]pyridine-2-carboxamide